(R)-5-ethoxy-4-((S)-2-(2-((E)-3-(4-isopropylphenyl)acrylamido)acetamido)-3-methylbutanamido)-5-oxopentanoic acid C(C)OC([C@@H](CCC(=O)O)NC([C@H](C(C)C)NC(CNC(\C=C\C1=CC=C(C=C1)C(C)C)=O)=O)=O)=O